(butoxy)titanium C(CCC)O[Ti]